ClC1=NC=C(C(=N1)NC=1C=NN(C1)C)C(F)(F)F 2-chloro-N-(1-methyl-1H-pyrazol-4-yl)-5-(trifluoromethyl)pyrimidin-4-amine